tertbutyl N-[2-[4-[4,6-difluoro-1-oxo-2-[rac-(3S)-2,6-dioxo-3-piperidyl]isoindolin-5-yl]-4-hydroxy-1-piperidyl]ethyl]-N-methyl-carbamate FC1=C2CN(C(C2=CC(=C1C1(CCN(CC1)CCN(C(OC(C)(C)C)=O)C)O)F)=O)[C@@H]1C(NC(CC1)=O)=O |r|